FC=1C=NC=C(C1C(C(=O)N)C1=CC(=C(C=C1)F)C1=NC=NC2=CC(=CC=C12)N1CCOCC1)F 2-(3,5-Difluoro-pyridin-4-yl)-2-[4-fluoro-3-(7-morpholin-4-yl-quinazolin-4-yl)-phenyl]acetamide